1-{2-methanesulfonyl-5-[2-(triisopropylsilyl)ethynyl]pyrido[2,3-d]pyrimidin-7-yl}imidazole CS(=O)(=O)C=1N=CC2=C(N1)N=C(C=C2C#C[Si](C(C)C)(C(C)C)C(C)C)N2C=NC=C2